[18F]CCN=[N+]=[N-] 2-[18F]Fluoroethyl azide